C(N1CC(OCC1)COC=1C(=NNC1NC(C=CC1=CC(=C(C(=C1)F)F)F)=O)C1=CN=NC=C1)([2H])([2H])[2H] N-(4-((4-(methyl-d3)morpholin-2-yl)methoxy)-3-(pyridazin-4-yl)-1H-pyrazol-5-yl)-3-(3,4,5-trifluorophenyl)propenamide